C(\C=C\C(=O)[O-])(=O)[O-].C[N+](CCO)(C)C.C[N+](C)(C)CCO trimethyl-(2-hydroxyethyl)ammonium fumarate